2-[(4-bromotriazol-2-yl)methoxy]ethyl-trimethyl-silane BrC1=NN(N=C1)COCC[Si](C)(C)C